(2S,6R)-2-[[2-(2,6-dioxo-3-piperidyl)-1,3-dioxo-isoindolin-5-yl]oxymethyl]-6-methyl-morpholine-4-carboxylic acid tert-butyl ester C(C)(C)(C)OC(=O)N1C[C@H](O[C@@H](C1)C)COC=1C=C2C(N(C(C2=CC1)=O)C1C(NC(CC1)=O)=O)=O